1-hydroxy-2-cyclopentanone OC1C(CCC1)=O